(S)-2-amino-3-(tert-butoxy)-3-oxopropyl methacrylate C(C(=C)C)(=O)OC[C@@H](C(=O)OC(C)(C)C)N